[4-(6-Amino-pyridazin-3-yl)-piperidin-1-yl]-(3-methyl-4'-trifluoromethyl-biphenyl-4-yl)-methanone NC1=CC=C(N=N1)C1CCN(CC1)C(=O)C1=C(C=C(C=C1)C1=CC=C(C=C1)C(F)(F)F)C